(5aR,6S,6aS)-ethyl 3-((6-fluoro-3-(2-(trifluoromethyl)phenyl)-2,3-dihydro-1H-inden-5-yl)methoxy)-5,5a,6,6a-tetrahydrocyclopropa[4,5]cyclopenta[1,2-c]pyridine-6-carboxylate FC1=C(C=C2C(CCC2=C1)C1=C(C=CC=C1)C(F)(F)F)COC1=CC2=C(C=N1)[C@H]1[C@@H](C2)[C@@H]1C(=O)OCC